FC1=C(C(=C(C(=C1F)F)F)O)S(=O)(=O)N(CC1=CC=C(C=C1)OC)CC1=CC=C(C=C1)OC 2,3,4,5-tetrafluoro-6-hydroxy-N,N-bis(4-methoxybenzyl)benzenesulfonamide